COC=CC1=CC(=CS1)C1=NOC=C1 (5-(2-methoxyvinyl)thiophen-3-yl)isoxazole